C(CCCCCCC)SC1=NC(=NC(=N1)SCCCCCCCC)NC1=CC(=C(C(=C1)C(C)(C)C)O)C(C)(C)C 2,4-Bis-octylmercapto-6-(3,5-di-tert.butyl-4-hydroxyanilino)-s-triazin